C(C=C)(=O)N1CC2(C1)CN(CC2)C=2C(=C(C1=C(N(C=N1)C)C2)C2=C1C=NNC1=CC=C2C)C#N 6-(2-acryloyl-2,6-diazaspiro[3.4]octan-6-yl)-1-methyl-4-(5-methyl-1H-indazol-4-yl)-1H-benzo[d]imidazole-5-carbonitrile